bromo-5-fluoro-4'-isopropyl-2-(methoxymethoxy)-[1,1'-biphenyl] BrC=1C(=C(C=C(C1)F)C1=CC=C(C=C1)C(C)C)OCOC